CS(=O)(=O)OCC1=NN(C=C1Br)C(C)C (4-bromo-1-isopropyl-pyrazol-3-yl)methyl methanesulfonate